((1R,7S)-4-(3-(4-chloro-2-methyl-2H-indazol-5-yl)-1H-pyrazolo[3,4-b]pyrazin-6-yl)-8-(2-fluorophenyl)-4-azabicyclo[5.1.0]octan-8-yl)methanamine ClC=1C2=CN(N=C2C=CC1C1=NNC2=NC(=CN=C21)N2CC[C@H]1C([C@H]1CC2)(C2=C(C=CC=C2)F)CN)C